Cl.CC(C(=C)C)NCC=C N-1,2-dimethylallylallylamine hydrochloride